FC=1C=CC(=NC1)C1=NN2C(COC(C2)(C)C)=C1C1=CC=2N(C=C1)N=C(N2)C 2-(5-fluoropyridin-2-yl)-6,6-dimethyl-3-(2-methyl-[1,2,4]triazolo[1,5-a]pyridin-7-yl)-6,7-dihydro-4H-pyrazolo[5,1-c][1,4]oxazine